3-(2-ethoxypyridin-3-yl)-6-[(2R)-2-ethyl-4-[4-methoxy-2-(trifluoromethyl)benzoyl]piperazin-1-yl]-2-fluoro-N-(1-methylazetidin-3-yl)benzamide C(C)OC1=NC=CC=C1C=1C(=C(C(=O)NC2CN(C2)C)C(=CC1)N1[C@@H](CN(CC1)C(C1=C(C=C(C=C1)OC)C(F)(F)F)=O)CC)F